N1C=CC2=CC=CC(=C12)C(=O)N1[C@@H]2[C@@H](C[C@H](C1)C2)NC2=NC=C(C=C2)C(F)(F)F (1H-indol-7-yl)((1S,4S,6R)-6-((5-(trifluoromethyl)pyridin-2-yl)amino)-2-azabicyclo[2.2.1]heptan-2-yl)methanone